tert-Butyl 4-(7-(2-((tert-butoxycarbonyl)amino)benzo[d]thiazol-4-yl)-6-chloro-2-(3-(dimethylamino)-3-methylazetidin-1-yl)-8-fluoroquinazolin-4-yl)piperazine-1-carboxylate C(C)(C)(C)OC(=O)NC=1SC2=C(N1)C(=CC=C2)C2=C(C=C1C(=NC(=NC1=C2F)N2CC(C2)(C)N(C)C)N2CCN(CC2)C(=O)OC(C)(C)C)Cl